C(C)(C)(C)OC(C(CCOC)N1C(C=C(C(=C1)OC)C1=C(C=CC(=C1)Cl)N1C=NC(=C1)C(F)F)=O)=O 2-[4-{5-chloro-2-[4-(difluoromethyl)-1H-imidazol-1-yl]phenyl}-5-methoxy-2-oxopyridin-1(2H)-yl]-4-methoxybutyric acid tert-butyl ester